N1CC(C1)N1N=CC(=C1)C=1C(=NC2=CC(=CC(=C2C1)C(C)NC1=C(C(=O)O)C=CC=C1)C)C#N 2-((1-(3-(1-(azetidin-3-yl)-1H-pyrazol-4-yl)-2-cyano-7-methylquinolin-5-yl)ethyl)amino)benzoic acid